N-[3-(3-fluoropyrazin-2-yl)-4-methylphenyl]-3-methyl-6-azabicyclo[3.1.1]heptane-6-carboxamide FC=1C(=NC=CN1)C=1C=C(C=CC1C)NC(=O)N1C2CC(CC1C2)C